C1(=CC(=CC2=CC(=CC=C12)S(=O)(=O)[O-])S(=O)(=O)[O-])S(=O)(=O)[O-].[Na+].[Na+].[Na+] trisodium naphthalene-1,3,6-Trisulfonate